2-methyl-4-(4-methyl-4H-1,2,4-triazol-3-yl)piperidine CC1NCCC(C1)C1=NN=CN1C